tert-butyl (4-amino-2-methoxycyclohexyl)carbamate NC1CC(C(CC1)NC(OC(C)(C)C)=O)OC